(R)-8-(1-aminoethyl)-6-bromo-3-cyclopropyl-2-(tetrahydro-2H-pyran-4-yl)quinazolin-4(3H)-one N[C@H](C)C=1C=C(C=C2C(N(C(=NC12)C1CCOCC1)C1CC1)=O)Br